C(C)#N ethanenitrile